FC=1C=2N(C=C(C1)NC(=O)C=1C=CC(=C3C=CN=NC13)N1[C@H]3C([C@@H](C1)C3)NC)C=C(N2)C N-[8-fluoro-2-methylimidazo[1,2-a]pyridin-6-yl]-5-[(1R,4R)-5-(methylamino)-2-azabicyclo[2.1.1]hexan-2-yl]cinnoline-8-carboxamide